C1(CC1)[C@@H](C)NC1=NN2C(C=N1)=C(C=C2)C=2C=CC1=C(N(N=N1)C)C2 (R)-N-(1-cyclopropylethyl)-5-(1-methyl-1H-benzo[d][1,2,3]triazol-6-yl)pyrrolo[2,1-f][1,2,4]triazin-2-amine